C(C)(C)N1C=CC(C2=CC(=CC=C12)[N+](=O)[O-])=O 1-isopropyl-6-nitroquinolin-4(1H)-one